(4aR,10aR)-6-(Methoxymethoxy)-1-propyl-1,2,3,4,4a,5,10,10a-octahydrobenzo[g]quinolin-7-ol COCOC1=C(C=CC2=C1C[C@H]1CCCN([C@@H]1C2)CCC)O